N[C@H](C(=O)O)CCN1CC2=C(C3=C(C1)C(=CC=C3)OCC3=CC(=CC=C3)C)C=CC=C2OCC2=CC(=CC=C2)C (S)-2-amino-4-(4,8-bis((3-methylbenzyl)oxy)-5,7-dihydro-6H-dibenzo[c,e]azepin-6-yl)butanoic acid